C1=CN(C=C(C1=O)O)C[C@@H](C(=O)O)N The molecule is an L-alpha-amino acid that is propionic acid substituted by an amino group at position 2 and a 3-hydroxy-4-oxopyridin-1(4H)-yl group at position 3 (the 2S-stereoisomer). It a non-protein plant amino acid isolated from Mimosa pudica. It has a role as an EC 1.14.18.1 (tyrosinase) inhibitor and a plant metabolite. It is a non-proteinogenic L-alpha-amino acid and a member of 4-pyridones. It derives from a propionic acid. It is a conjugate acid of a L-mimosine(1-). It is a tautomer of a L-mimosine zwitterion.